ClC1=CC=C(CC2NCCOC2)C=C1 3-(4-chlorobenzyl)morpholine